3-[(E)-3-[2-(3-Fluorophenyl)phenyl]-3-oxoprop-1-enyl]benzoic acid FC=1C=C(C=CC1)C1=C(C=CC=C1)C(/C=C/C=1C=C(C(=O)O)C=CC1)=O